C12(CC3CC(CC(C1)C3)C2)CC=2C=C(C=3[C@H]1[C@H](C(OC3C2)(C)C)CC=C(C1)C)O (6Ar,10aR)-3-(1-adamantylmethyl)-6,6,9-trimethyl-6a,7,10,10a-tetrahydrobenzo[c]chromen-1-ol